2-hydroxypropane-sulfonate OC(CS(=O)(=O)[O-])C